N=1SC(=C2C1C=CC=C2)N2CCC(CC2)NC 1-(2,1-benzothiazol-3-yl)-N-methyl-piperidin-4-amine